4-fluoro-4-{1-[trans-4-(4-methyl-5-{(1R)-1-[3-(prop-2-yl)phenoxy]ethyl}-4H-1,2,4-triazol-3-yl)cyclohexyl]-1H-1,2,3-triazol-4-yl}piperidine-1-carboxylic acid tert-butyl ester C(C)(C)(C)OC(=O)N1CCC(CC1)(C=1N=NN(C1)[C@@H]1CC[C@H](CC1)C1=NN=C(N1C)[C@@H](C)OC1=CC(=CC=C1)C(C)C)F